FC=1C=C2C(C(=CN(C2=NC1N1CC(C1)C(=O)N1CC2(C1)OCCCC2)C=2SC=CN2)C(=O)O)=O 6-fluoro-7-(3-{5-oxa-2-azaspiro[3.5]nonane-2-carbonyl}azetidin-1-yl)-4-oxo-1-(1,3-thiazol-2-yl)-1,4-dihydro-1,8-naphthyridine-3-carboxylic acid